COC1=C2C(C=C(OC2=C(C(=C1)OC)OC)C1=CC(=C(C=C1)OC)OC)=O 5,7,8,3',4'-pentamethoxyflavone